3-hexyloxy-4-(1-methyl-3,6-dihydro-2H-pyridin-5-yl)-1,2,5-thiadiazole C(CCCCC)OC1=NSN=C1C1=CCCN(C1)C